6-((methylthio)methyl)-2-azaspiro[3.3]heptane trifluoroacetate FC(C(=O)O)(F)F.CSCC1CC2(CNC2)C1